C(CCCCC)N(C(CCCN(C(CCCCCC(=O)OCC(CCCCCCCC)CCCCCC)CCCCCC(=O)OCC(CCCCCCCC)CCCCCC)CCN(C)C)=O)CCCCCC BIS(2-HEXYLDECYL) 7-((4-(DIHEXYLAMINO)-4-OXOBUTYL)(2-(DIMETHYLAMINO)ETHYL)AMINO)TRIDECANEDIOATE